CN1CC(C(CC1)NC(C(COC1=NC=CC=C1C(F)(F)F)(C)C)=O)C N-(1,3-dimethylpiperidin-4-yl)-2,2-dimethyl-3-((3-(trifluoromethyl)pyridin-2-yl)oxy)propanamide